(3S,4R)-4-(4-(cyclopentylamino)phenyl)-N-(4-methyl-3-(trifluoro-methyl)phenyl)-6-oxo-1,2,3,4,6,11,12,12a-octahydrobenzo[e]pyrido[1,2-a]azepine-3-carboxamide C1(CCCC1)NC1=CC=C(C=C1)[C@H]1[C@H](CCC2N1C(C1=C(CC2)C=CC=C1)=O)C(=O)NC1=CC(=C(C=C1)C)C(F)(F)F